N-Methyl-N-[(2S,4R)-2-methylpiperidin-4-yl]-5-[4-(1H-pyrazol-4-yl)-1H-pyrrolo[2,3-c]pyridin-7-yl][1,3]thiazolo[5,4-d][1,3]thiazol-2-amin Hydrochlorid Cl.CN(C=1SC=2N=C(SC2N1)C=1N=CC(=C2C1NC=C2)C=2C=NNC2)[C@H]2C[C@@H](NCC2)C